1,2-bis(4-chlorophenyl)ethane-1,2-dione ClC1=CC=C(C=C1)C(C(=O)C1=CC=C(C=C1)Cl)=O